BrC1=C(N(C2=NC=C(C(=C21)NC2CC(C2)NC(OC(C)(C)C)=O)C=O)S(=O)(=O)C2=CC=CC=C2)C=2C=NN(C2)C tert-butyl ((1r,3r)-3-((3-bromo-5-formyl-2-(1-methyl-1H-pyrazol-4-yl)-1-(phenylsulfonyl)-1H-pyrrolo[2,3-b]pyridin-4-yl)amino)cyclobutyl)carbamate